[O-2].[In+3].[Ga+3].[O-2].[O-2] gallium-indium oxide